N-{3-[6-Amino-8-(6-iodo-3-oxo-indan-5-ylsulfanyl)-purin-9-yl]-propyl}-methanesulfonamide NC1=C2N=C(N(C2=NC=N1)CCCNS(=O)(=O)C)SC=1C=C2C(CCC2=CC1I)=O